2,4-bis(trifluoromethyl)fluorobenzene C1=CC(=C(C=C1C(F)(F)F)C(F)(F)F)F